5-aminopyridine-2(1H)-one NC=1C=CC(NC1)=O